ClC1=CC(=C(C=C1)C1=NOC(=C1C(O)C=1C=NC=CC1)C1=C(C=C(C=C1)F)F)F α-[3-(4-chloro-2-fluorophenyl)-5-(2,4-difluorophenyl)-1,2-oxazol-4-yl]-3-pyridinemethanol